strontium Cobalt [Co].[Sr]